BrC=1C2=C(C=3C=NC(=NC3C1Cl)S(=O)(=O)CC)COC2 6-Bromo-5-chloro-3-(ethylsulfonyl)-7,9-dihydrofuro[3,4-f]quinazoline